6-(2-(6-methylpyridin-2-yl)-5,6-dihydrocyclopenta[d]imidazol-1(4H)-yl)-[1,2,4]triazolo[1,5-a]pyridine CC1=CC=CC(=N1)C1=NC2=C(N1C=1C=CC=3N(C1)N=CN3)CCC2